benzo[2,1,3]thiadiazole N=1SN=C2C1C=CC=C2